C(C1=CC=CC=C1)N1CC(CC1)NC(C)(C)C 1-Benzyl-N-(tert-butyl)pyrrolidin-3-amine